5-iodo-N2-(3-methoxy-4-((6-methoxypyridin-3-yl)methoxy)benzyl)pyridine-2,3-diamine IC=1C=C(C(=NC1)NCC1=CC(=C(C=C1)OCC=1C=NC(=CC1)OC)OC)N